FC1(C(OC2=C(O1)C=CC(=C2)OC2CC(C2)NC(OC(C)(C)C)=O)(F)F)F tert-butyl ((1r,3r)-3-((2,2,3,3-tetrafluoro-2,3-dihydrobenzo[b][1,4]dioxin-6-yl)oxy)cyclobutyl)carbamate